3-[[4-(2,6-Dimethylphenyl)-6-[(2R)-2-[(6-isopropyl-5-methyl-pyrrolo[2,3-b]pyrazin-3-yl)methylamino]-3-[(2S)-tetrahydropyran-2-yl]propoxy]pyrimidin-2-yl]sulfamoyl]benzoic acid CC1=C(C(=CC=C1)C)C1=NC(=NC(=C1)OC[C@@H](C[C@H]1OCCCC1)NCC1=CN=C2C(=N1)N(C(=C2)C(C)C)C)NS(=O)(=O)C=2C=C(C(=O)O)C=CC2